N-((5-methyl-6-(thiazol-4-ylmethoxy)-1H-indol-2-yl)methyl)acetamide CC=1C=C2C=C(NC2=CC1OCC=1N=CSC1)CNC(C)=O